BrC=1N=C(N2C1C(=NC=C2)NCC2=C(C=C(C=C2)OC)OC)[C@@H]2CN1C(C3(C[C@@H]1CC2)CC3)=O (trans)-6'-(1-bromo-8-((2,4-dimethoxybenzyl)amino)imidazo[1,5-a]pyrazin-3-yl)tetrahydro-1'H-spiro[cyclopropane-1,2'-indolizin]-3'(5'H)-one